tert-butyl (4-((2-(2,6-dioxopiperidin-3-yl)-1-oxoisoindolin-4-yl)amino)butyl)carbamate O=C1NC(CCC1N1C(C2=CC=CC(=C2C1)NCCCCNC(OC(C)(C)C)=O)=O)=O